2-(3-chlorophenyl)-2-thiono-3,3,5,5-tetramethyl-[1,4,2]-oxazaphosphinane ClC=1C=C(C=CC1)P1(OCC(NC1(C)C)(C)C)=S